2'-(4-chloro-2-(hydroxymethyl)benzyl)-8'-(5-chloro-2-(isopropylamino)pyridin-4-yl)-2',3'-dihydro-1'h,5'h-spiro[cyclopropane-1,4'-pyrrolo[1,2-a][1,4]diazepine]-1'-one ClC1=CC(=C(CN2C(C=3N(CC4(C2)CC4)C=C(C3)C3=CC(=NC=C3Cl)NC(C)C)=O)C=C1)CO